6-Chloro-3-[[(1R)-1-[2-[1-(1-cyano-1-methyl-ethyl)pyrazol-4-yl]-3,6-dimethyl-4-oxo-chromen-8-yl]ethyl]amino]pyridine-2-carbonitrile ClC1=CC=C(C(=N1)C#N)N[C@H](C)C=1C=C(C=C2C(C(=C(OC12)C=1C=NN(C1)C(C)(C)C#N)C)=O)C